4-(3-cyano-6-(1-methyl-1H-pyrazol-4-yl)pyrazolo[1,5-a]pyridin-4-yl)cyclohexane-1-carboxylic acid C(#N)C=1C=NN2C1C(=CC(=C2)C=2C=NN(C2)C)C2CCC(CC2)C(=O)O